3-methyl-5-(trifluoromethoxy)-2-((trimethylsilyl)ethynyl)aniline CC=1C(=C(N)C=C(C1)OC(F)(F)F)C#C[Si](C)(C)C